ClC1=CC=C(C(=N1)C=1N=NN(N1)C)NC(C)C=1C=C(C=C2C(N3CCC(N4N=CC(C12)=C43)CO)=O)C 10-(1-((6-chloro-2-(2-methyl-2H-tetrazol-5-yl)pyridin-3-yl)amino)ethyl)-3-(hydroxymethyl)-8-methyl-4,5-dihydro-3H,6H-2,2a,5a-triazaaceanthrylen-6-one